ClC1=C(C(=O)NC2=C3C=NN(C3=CC=C2)C2=CC(=C(C=C2)OC(F)(F)F)C)C=C(C=C1)CNC(C(CO)(C)C)=O 2-chloro-5-{[(3-hydroxy-2,2-dimethylpropionyl)amino]methyl}-N-{1-[3-methyl-4-(trifluoromethoxy)phenyl]-1H-indazol-4-yl}benzamide